2-(5,5-DIMETHYL-1,3-DIOXAN-2-YL)ACETALDEHYDE CC1(COC(OC1)CC=O)C